NC1=NC2=C(N1C13CN(CC(CC1)CC3)CCOC3=C(C=NN3C)C3=CC(=CN(C3=O)C)C(=O)O)C=CC=C2 5-(5-{2-[1-(2-amino-1,3-benzodiazol-1-yl)-3-azabicyclo[3.2.2]nonan-3-yl]ethoxy}-1-methylpyrazol-4-yl)-1-methyl-6-oxopyridine-3-carboxylic acid